N-(6-((2-fluorophenyl)amino)-1H-pyrazolo[3,4-b]pyridin-3-yl)-4-(1-(2-methoxyethyl)piperidin-4-yl)benzamide, Hydrochloride salt Cl.FC1=C(C=CC=C1)NC1=CC=C2C(=N1)NN=C2NC(C2=CC=C(C=C2)C2CCN(CC2)CCOC)=O